4-(3-bromo-4-chloro-5-iodophenyl)dibenzo[b,d]thiophene BrC=1C=C(C=C(C1Cl)I)C1=CC=CC2=C1SC1=C2C=CC=C1